C(=O)C1=CC(=C2CN(CC2=C1)C(=O)OC(C)(C)C)N[C@@H]1COCC1 tert-butyl (S)-6-formyl-4-((tetrahydrofuran-3-yl)amino)isoindoline-2-carboxylate